ClCCN(CCC)CCCl N,N-bis(2-chloroethyl)propane-1-amine